((4-hydroxybenzyl)amino)-2-nitrobenzoic acid methyl ester COC(C1=C(C(=CC=C1)NCC1=CC=C(C=C1)O)[N+](=O)[O-])=O